5-ethynyl-6-fluoro-4-[8-fluoro-4-(5-fluoropyridin-3-yl)-2-{[(2R,7aS)-2-fluorotetrahydro-1H-pyrrolizin-7a(5H)-yl]methoxy}pyrido[4,3-d]pyrimidin-7-yl]naphthalen-2-ol C(#C)C1=C2C(=CC(=CC2=CC=C1F)O)C1=C(C=2N=C(N=C(C2C=N1)C=1C=NC=C(C1)F)OC[C@]12CCCN2C[C@@H](C1)F)F